ClC1=C(N=C(S1)NS(=O)(=O)C1CC1)C(C)(C)O N-(5-Chloro-4-(2-hydroxypropan-2-yl)thiazol-2-yl)cyclopropanesulfonamide